BrC1=CC(=NC=C1)CN1C(C2=CC=CC=C2C1=O)=O 2-((4-Bromopyridin-2-yl)methyl)isoindoline-1,3-dione